C(C)(C)(C)OC(NCC1CNCCO1)=O N-(morpholin-2-ylmethyl)carbamic acid tert-butyl ester